FC=1C=C(/C=C/C2SC3=C(N2C)C=CC=C3)C=CC1O (E)-2-(3-fluoro-4-hydroxystyryl)-3-methylbenzo[d]thiazole